(4-ethylpiperazin-1-yl)methylketone C(C)N1CCN(CC1)CC(=O)CN1CCN(CC1)CC